CN(C1CN(C1)C=O)C (3-(dimethylamino)azetidin-1-yl)methanone